N(=[N+]=[N-])C[C@H]([C@H]([C@@H]([C@@H](C=O)NC(C)=O)O)NC(C)=O)O 6-Azido-2,4-diacetamido-2,4,6-trideoxy-D-mannose